Chloro-6-(4-fluorophenyl)-4-(2-hydroxypropan-2-yl)pyridin ClC1=NC(=CC(=C1)C(C)(C)O)C1=CC=C(C=C1)F